[Ba].[Mn] manganese-barium